N-(4-Methyl-1,1-dioxidotetrahydro-2H-thiopyran-4-yl)-6-((3-(2,2,2-trifluoroethoxy)pyridin-2-yl)oxy)benzo[d]thiazole-2-carboxamide CC1(CCS(CC1)(=O)=O)NC(=O)C=1SC2=C(N1)C=CC(=C2)OC2=NC=CC=C2OCC(F)(F)F